S(=O)(=O)(O)CCN([C@@H](CCC(=O)O)C(=O)O)C N-(2-sulfoethyl)-methyl-glutamic acid